3-benzyl-1-(trans-4-((5-cyano-4-(6-hydroxypyridin-3-yl)pyrimidin-2-yl)amino)cyclohexyl)-1-(5-(1-methyl-1H-pyrazol-4-yl)pyridin-2-yl)urea C(C1=CC=CC=C1)NC(N(C1=NC=C(C=C1)C=1C=NN(C1)C)[C@@H]1CC[C@H](CC1)NC1=NC=C(C(=N1)C=1C=NC(=CC1)O)C#N)=O